C(CCCCCC(C)C)OC(CCCCC(C)C)=O.C(C1=CC=CC=C1)N1C2=NC=NC(=C2N=C1C1=C(C=C(C=C1)OCC1CCN(CC1)C)Cl)OC1(CC1)C 9-benzyl-8-(2-chloro-4-((1-methylpiperidin-4-yl)methoxy)phenyl)-6-(1-methylcyclopropoxy)-9H-purine Isononyl-isooctanoate